tert-butyl 6-[[6-oxo-3-(trifluoromethyl)-2,3-dihydropyrazin-1-yl]methyl]-2-azaspiro[3.3]heptane-2-carboxylate O=C1C=NC(CN1CC1CC2(CN(C2)C(=O)OC(C)(C)C)C1)C(F)(F)F